C12(CC3CC(CC(C1)C3)C2)NC(CC(=O)N)=O N-(adamantan-1-yl)malonamide